OB(C1=C(C(=O)O)C=C(C=C1)OC)O 2-(DIHYDROXYBORYL)-5-METHOXYBENZOIC ACID